N-([1,2,4]triazolo[4,3-a]pyridin-6-yl)-2-(4-((6-cyclopropylpyridin-2-yl)amino)-3-isopropyl-6-oxopyridazin-1(6H)-yl)acetamide hydroxybutyl-L-tryptophanate OCCCCN[C@@H](CC1=CNC2=CC=CC=C12)C(=O)O.N=1N=CN2C1C=CC(=C2)NC(CN2N=C(C(=CC2=O)NC2=NC(=CC=C2)C2CC2)C(C)C)=O